4-bromo-N-(2,2,2-trifluoroethyl)pyridin-3-amine BrC1=C(C=NC=C1)NCC(F)(F)F